17-azido-3,6,9,12,15-pentaoxaheptadecan-1-amine HCl Cl.N(=[N+]=[N-])CCOCCOCCOCCOCCOCCN